O=C1NC(CCC1N1C(C2=CC=C(C=C2C1=O)N1CCC2(CC(C2)N2CCN(CC2)C=2C=C(C=CC2)S(=O)(=O)NC2=NOC3=C2C(=CC(=C3)CN3N=CC=C3)OC)CC1)=O)=O 3-[4-[7-[2-(2,6-Dioxopiperidin-3-yl)-1,3-dioxoisoindol-5-yl]-7-azaspiro[3.5]nonan-2-yl]piperazin-1-yl]-N-[4-methoxy-6-(pyrazol-1-ylmethyl)-1,2-benzoxazol-3-yl]benzene-sulfonamide